C(C)(C)(C)NC1=CC2=C(C=N1)CC1CCC2N1C(=O)NC1=CC(=C(C=C1)Cl)Cl 3-(tert-butylamino)-N-(3,4-dichlorophenyl)-6,7,8,9-tetrahydro-5H-5,8-epiminocyclohepta[c]pyridine-10-carboxamide